1-(5-(benzylthio)thiazol-2-yl)ethan-1-one C(C1=CC=CC=C1)SC1=CN=C(S1)C(C)=O